5-[(5-methoxypyrazin-2-yl)methoxy]-2-nitroaniline COC=1N=CC(=NC1)COC=1C=CC(=C(N)C1)[N+](=O)[O-]